FC1=C(C=CC(=C1)C(F)(F)F)C1=C(N(N=N1)C)CN1N=CC(=CC1=O)N1CC(C1)OC1=NC=CC=C1 2-[[5-[2-fluoro-4-(trifluoromethyl)phenyl]-3-methyl-triazol-4-yl]methyl]-5-[3-(2-pyridinyloxy)azetidin-1-yl]pyridazin-3-one